C(#N)[C@H](CC1=C(C=C(C=C1)C=1C=CC2=C(N(C(O2)=O)C)C1)F)NC(=O)[C@H]1N[C@@H]2CC[C@H]1C2 (1R,3S,4S)-N-[(1S)-1-cyano-2-[2-fluoro-4-(3-methyl-2-oxo-1,3-benzoxazol-5-yl)phenyl]ethyl]-2-azabicyclo[2.2.1]heptane-3-carboxamide